5-[(3r,5s)-3,5-dimethylpiperazin-1-yl]-N-{8-fluoro-2-methylimidazo[1,2-a]pyridin-6-yl}-2-(2-methoxyethoxy)quinoline-8-carboxamide C[C@@H]1CN(C[C@@H](N1)C)C1=C2C=CC(=NC2=C(C=C1)C(=O)NC=1C=C(C=2N(C1)C=C(N2)C)F)OCCOC